Cl.N[C@@H]1[C@@H](OCC12CCN(CC2)C=2N(C(C1=C(N2)NN=C1C1=C(C2=CN(N=C2C=C1)CC)Cl)=O)C)C 6-[(3S,4S)-4-amino-3-methyl-2-oxa-8-azaspiro[4.5]decan-8-yl]-3-(4-chloro-2-ethyl-2H-indazol-5-yl)-5-methyl-1H,4H,5H-pyrazolo[3,4-d]pyrimidin-4-one hydrochloride salt